Methyl 4-((3-(1-methyl-1H-pyrazol-4-yl)quinoxalin-6-yl)oxy)benzoate CN1N=CC(=C1)C=1C=NC2=CC=C(C=C2N1)OC1=CC=C(C(=O)OC)C=C1